[N+](=O)([O-])C1=C(C(=O)N)C=CC=C1 nitro-benzamide